NC1=NN(C(=C1C)C1=NC(=NC=C1F)N1CCN(CC1)C(=O)N1N=CC[C@H]1C1=CC(=CC(=C1)F)F)C (S)-(4-(4-(3-amino-1,4-dimethyl-1H-pyrazol-5-yl)-5-fluoropyrimidin-2-yl)piperazin-1-yl)(5-(3,5-difluorophenyl)-4,5-dihydro-1H-pyrazol-1-yl)methanone